N-[3-Fluoro-4-[(7-methoxy-1,5-naphthyridin-4-yl)oxy]phenyl]-5-(4-fluorophenyl)-6-methyl-4-propan-2-yloxypyridazine-3-carboxamide FC=1C=C(C=CC1OC1=CC=NC2=CC(=CN=C12)OC)NC(=O)C=1N=NC(=C(C1OC(C)C)C1=CC=C(C=C1)F)C